(4-(3-hydroxyoxetan-3-yl)phenyl)(4-((5-(trifluoromethyl)pyrimidin-2-yl)oxy)piperidin-1-yl)methanone OC1(COC1)C1=CC=C(C=C1)C(=O)N1CCC(CC1)OC1=NC=C(C=N1)C(F)(F)F